CC=1NC(=C[NH+]1)CO 2-methyl-5-hydroxymethylimidazolium